tert-butyl ((1R,4R)-4-(iodomethyl)cyclohexyl)carbamate ICC1CCC(CC1)NC(OC(C)(C)C)=O